(4R,5R)-5-((R)-5H-imidazo[5,1-a]isoindol-5-yl)-4,5,6,7-tetrahydrobenzo[d]thiazol-4-ol C=1N=CN2C1C1=CC=CC=C1[C@H]2[C@H]2CCC1=C(N=CS1)[C@@H]2O